N(=[N+]=[N-])CCOC(=O)N[C@H](C(=O)N[C@H](C(=O)NC=1C=CC(=C(CN(C(OCC2C3=CC=CC=C3C=3C=CC=CC23)=O)C)C1)CO)CCCNC(=O)N)C(C)C (9H-fluoren-9-yl)methyl (5-((S)-2-((S)-2-(((2-azidoethoxy)carbonyl)amino)-3-methylbutanamido)-5-ureidopentanamido)-2-(hydroxymethyl)benzyl)(methyl)carbamate